ClC1=CC(=C(S1)NC(C1=CC(=C(C=C1)O)F)=O)C(=O)NCCC1=C(C=CC=C1)F 5-chloro-2-(3-fluoro-4-hydroxybenzamido)-N-(2-fluorophenethyl)thiophene-3-carboxamide